1-({3-[({9-chloro-7-methoxy-1H,2H,3H-cyclopenta[b]quinolin-6-yl}oxy)methyl]oxetan-3-yl}methyl)pyrrolidine ClC1=C2C(=NC=3C=C(C(=CC13)OC)OCC1(COC1)CN1CCCC1)CCC2